ClC1=CN=C2N1C=C(C=C2C(=O)NC2=CC(=CC=C2)C2(CC(C2)C)C2=NN=CN2C)CNCC2CCC2 3-chloro-6-(((cyclobutylmethyl)amino)methyl)-N-(3-((1s,3s)-3-methyl-1-(4-methyl-4H-1,2,4-triazol-3-yl)cyclobutyl)phenyl)imidazo[1,2-a]pyridine-8-carboxamide